tert-butyl 6'-oxo-6',8'-dihydro-2'H-spiro[azepane-4,3'-benzo[2,1-b:3,4-c']difuran]-1-carboxylate O=C1C2=C(CO1)C=1OCC3(C1C=C2)CCN(CCC3)C(=O)OC(C)(C)C